(R)-1-(2-(5-(8-bromo-1H-imidazo[4,5-c]quinolin-1-yl)pent-2-yloxy)-5-fluorophenyl)ethylamine BrC1=CC=2C3=C(C=NC2C=C1)N=CN3CCCC(C)OC3=C(C=C(C=C3)F)[C@@H](C)N